2-cyclohexyl-2-(2-(bis(4-chlorophenyl)(methyl)silyl)ethyl)-1,3-dimethoxypropane C1(CCCCC1)C(COC)(COC)CC[Si](C)(C1=CC=C(C=C1)Cl)C1=CC=C(C=C1)Cl